OC(C(=O)N1CC2(CC2)C[C@H]1C(=O)N[C@@H](C[C@H]1C(NCC1)=O)C(COC(F)(F)F)=O)C=1C=NC=CC1 (6S)-5-(2-hydroxy-2-(pyridin-3-yl)acetyl)-N-((S)-3-oxo-1-((S)-2-oxopyrrolidin-3-yl)-4-(trifluoromethoxy)butan-2-yl)-5-azaspiro[2.4]heptane-6-carboxamide